Methyl (1S,2S,5R)-4-oxo-3,8-diazabicyclo[3.2.1]octane-2-carboxylate O=C1N[C@@H]([C@@H]2CC[C@H]1N2)C(=O)OC